6-(cyclopropoxy)-4-[4-(difluoromethylene)-1-piperidinyl]-3-fluorobenzonitrile C1(CC1)OC1=CC(=C(C=C1C#N)F)N1CCC(CC1)=C(F)F